3,5-Di-tert-butyl-4-hydroxytoluol C(C)(C)(C)C=1C=C(C=C(C1O)C(C)(C)C)C